C([O-])(=O)F.C(O)(=O)F.C([O-])(=O)F.[Li+].C(C)OS(=O)(=O)O.C(C)OC(C(CC(=O)OCC)[N+]1=CC=CC=C1)=O 1-(1,4-diethoxy-1,4-dioxobutan-2-yl)pyridin-1-ium ethyl-sulfate Lithium trifluorocarbonate